4'-(dimethylamino)-[1,1'-biphenyl] CN(C1=CC=C(C=C1)C1=CC=CC=C1)C